7-[(4-{[(3S,4S)-4-(3,4-dihydroisoquinolin-2(1H)-yl)-3-hydroxypiperidin-1-yl]carbonyl}-5-fluoropyridin-2-yl)amino]hexahydroindolizin-3(2H)-one C1N(CCC2=CC=CC=C12)[C@@H]1[C@H](CN(CC1)C(=O)C1=CC(=NC=C1F)NC1CCN2C(CCC2C1)=O)O